C1(CCCCC1)=O (e)-Cyclohexanone